NC1=C(C=C(C=N1)NC(C(=O)N1C(C(N(CC1)C(=O)C1(CC1)C(F)(F)F)C)C1=CC=C(C=C1)F)=O)C rac-N-(6-amino-5-methyl-3-pyridyl)-2-[2-(4-fluorophenyl)-3-methyl-4-[1-(trifluoromethyl)cyclopropanecarbonyl]piperazin-1-yl]-2-oxo-acetamide